NC1=CC(=NC=N1)C=1C=CC2=C(C3=C(OC2)C=C(C=C3)O[C@@H]3CN(CC3)C(=O)C3CCOCC3)C1 (S)-[3-((9-(6-aminopyrimidin-4-yl)-6H-dibenzo[b,d]pyran-3-yl)oxy)pyrrolidin-1-yl](tetrahydro-2H-pyran-4-yl)methanone